C1=CC(=C2C(=C1)C(=O)OC2=O)C3=CC4=C(C=C3)C(=O)OC4=O biphenyl-2,3,3',4'-tetracarboxylic acid dianhydride